C(C=C)(=O)N1CCN(CC1)C(CC)C1=CC=C(C=C1)C1(CC1)NC=1N=CC2=C(N1)N(C(C=C2)=O)C(C)C 2-[(1-{4-[1-(4-Acryloylpiperazin-1-yl)propyl]phenyl}cyclopropyl)amino]-8-(propan-2-yl)pyrido[2,3-d]pyrimidin-7(8H)-on